Cl.FC(C1(CNCCOC1)O)F 6-(difluoromethyl)-1,4-oxazepan-6-ol hydrochloride